FC=1C=C(C=CC1[N+](=O)[O-])C1=CC=CC=C1 3-fluoro-4-nitro-1,1'-biphenyl